OC1=CC=C(C=C1)OC(CC)=O 4-hydroxyphenyl-propionate